O1CC(C1)COC=1C=C(C=NC1)CO [5-(oxetan-3-ylmethoxy)-pyridin-3-yl]-methanol